4-cyano-2,6-diacetylpyridine C(#N)C1=CC(=NC(=C1)C(C)=O)C(C)=O